N,N-bis(cis-4-(tert-butyl)cyclohexyl)-5-nitroisophthalamide tert-butyl-(1-acetylpiperidin-4-yl)((2-chloro-3-fluoropyridin-4-yl)methyl)carbamate C(C)(C)(C)OC(N(CC1=C(C(=NC=C1)Cl)F)C1CCN(CC1)C(C)=O)=O.C(C)(C)(C)[C@H]1CC[C@H](CC1)N(C(C1=CC(C(=O)N)=CC(=C1)[N+](=O)[O-])=O)[C@@H]1CC[C@@H](CC1)C(C)(C)C